S1C2=C(C=C1C1=C(C(=C(C=C1CCCCC)O)CC=C(CCC=C(C)C)C)O)C=CC=C2 4-(benzo[b]thiophen-2-yl)-2-(3,7-dimethylocta-2,6-dien-1-yl)-5-pentylbenzene-1,3-diol